1-fluoro-2-methyl vinylene carbonate C(O)(O)=O.FC#CC